6-bromo-7-methyl-pyrido[3,2-d]pyrimidin-4-ol BrC=1C(=CC=2N=CN=C(C2N1)O)C